[Na].ClC=1C(=C2C(=NC1C)SC1=C2C=CC(=C1)C1=C(C=C(C=C1)C(F)(F)F)F)O 3-chloro-7-[2-fluoro-4-(trifluoromethyl)phenyl]-2-methyl-[1]benzothieno[2,3-b]pyridin-4-ol sodium salt